C1(C=CCCC1)NC(COC1=CC=C2C=CC=CC2=C1)=O 7-(2-(cyclohex-2-en-1-ylamino)-2-oxoethoxy)naphthalen